FC([C@@H](C1=CC=CC=C1)OC(N[C@H](C(=O)N[C@H](CO)C[C@H]1C(NCC1)=O)CC(C)C)=O)(C1=CC(=CC=C1)C(C)C)F ((S)-1-(((S)-1-hydroxy-3-((S)-2-oxopyrrolidin-3-yl)propan-2-yl)amino)-4-methyl-1-oxopentan-2-yl)carbamic acid (R)-2,2-difluoro-2-(3-isopropylphenyl)-1-phenylethyl ester